FC=1C=C(C#N)C=CC1C1=NC(=CN2C1=NC(=C(C2=O)F)C)[C@@H]2C[C@@H](OCC2)C=2C=NN(C2)C 3-fluoro-4-(3-fluoro-2-methyl-7-((2R,4S)-2-(1-methyl-1H-pyrazol-4-yl)tetrahydro-2H-pyran-4-yl)-4-oxo-4H-pyrazino[1,2-a]pyrimidin-9-yl)benzonitrile